P(=O)(OCC(CCCC)CC)(OCC(CCCC)CC)OC di(2-ethylhexyl) methyl phosphate